COC(C(C)(C)N[C@@H]1CC[C@H](CC1)OCCC1C[C@H](N([C@@H](C1)C)C(=O)OC(C)(C)C)C)=O tert-butyl (2R,6R)-4-(2-((trans-4-((1-methoxy-2-methyl-1-oxopropan-2-yl) amino) cyclohexyl) oxy) ethyl)-2,6-dimethylpiperidine-1-carboxylate